6-Chloro-N-[4-[(E)-3-[4-[2-hydroxyethyl(methyl)amino]phenyl]prop-2-enoyl]phenyl]hexanamide ClCCCCCC(=O)NC1=CC=C(C=C1)C(\C=C\C1=CC=C(C=C1)N(C)CCO)=O